CC(CC)=C(CC)C 3,4-dimethyl-hex-3-ene